BrC=1C=C(C(=NC1)OCCC1N(CCC1)C)N 5-Bromo-2-(2-(1-methylpyrrolidin-2-yl)ethoxy)pyridin-3-amine